ClC=1C=C2C(N(CN(C2=CC1C#N)C1=C(C=C(C=C1)F)CC)C1=C(C=NC=C1)C)=O 6-chloro-1-(2-ethyl-4-fluorophenyl)-3-(3-methylpyridin-4-yl)-4-oxo-1,2,3,4-tetrahydroquinazoline-7-carbonitrile